COCC1=NN(C(=C1)C(=O)OC)COCC[Si](C)(C)C methyl 3-(methoxymethyl)-1-((2-(trimethylsilyl) ethoxy) methyl)-1H-pyrazole-5-carboxylate